2,3,5-tri-O-benzyl-α-D-arabinofuranosyl chloride C(C1=CC=CC=C1)O[C@@H]1[C@H](O[C@@H]([C@H]1OCC1=CC=CC=C1)COCC1=CC=CC=C1)Cl